OC[C@@H]1N[C@H]([C@H]2CCC[C@H]([C@@H]2C1)[C@H](C(F)(F)F)O)C (1R)-1-[(1S,3R,4aR,5R,8aS)-3-(hydroxymethyl)-1-methyl-1,2,3,4,4a,5,6,7,8,8a-decahydroisoquinolin-5-yl]-2,2,2-trifluoro-ethanol